4,5-Diazafluoren-9-one C1=CC=NC=2C3=NC=CC=C3C(C12)=O